C(C)(=O)C=1C2=C(N(N1)CC(=O)O)C=C(S2)C 2-(3-Acetyl-5-methyl-1H-thieno[3,2-c]pyrazol-1-yl)acetic acid